(+/-)-trans-methyl 3-((2-chloro-6-(diphenylamino)pyrimidin-4-yl)amino)bicyclo[2.2.2]octane-2-carboxylate ClC1=NC(=CC(=N1)NC1C(C2CCC1CC2)C(=O)OC)N(C2=CC=CC=C2)C2=CC=CC=C2